Cl.NC[C@]1(C(NC(N1)=O)=O)C1=NOC=C1C |r| rac-5-(aminomethyl)-5-(4-methyl-1,2-oxazol-3-yl)imidazolidine-2,4-dione hydrochloride